ClC1=CC(=C(C=C1)C1=NC(=CN2C1=NC(=C(C2=O)C)C)[C@H]2C[C@H](OCC2)C2=NOC(=N2)C2CC2)F 9-(4-chloro-2-fluoro-phenyl)-7-[(2S,4R)-2-(5-cyclopropyl-1,2,4-oxadiazol-3-yl)tetrahydropyran-4-yl]-2,3-dimethyl-pyrazino[1,2-a]pyrimidin-4-one